BrC1=NN2C(N=CC=C2C(=O)NC2CC(C2)(F)F)=C1C#N 2-Bromo-3-cyano-N-(3,3-difluorocyclobutyl)pyrazolo[1,5-a]pyrimidine-7-carboxamide